COC1=C(C(=CC=C1)OC)N1C(=NC=2C1=NC(=CN2)CS(=O)(=O)N)C2=NC(=CC=C2)OCC (1-(2,6-Dimethoxyphenyl)-2-(6-ethoxypyridin-2-yl)-1H-imidazo[4,5-b]pyrazin-6-yl)methanesulfonamide